ClC1=C(C(=C2N1CCN(C2)C(=O)NCC2CC2)C(=O)N)C2=CC=CC=C2 6-chloro-N2-(cyclopropylmethyl)-7-phenyl-3,4-dihydropyrrolo[1,2-a]pyrazine-2,8(1H)-dicarboxamide